C(C)(C)N1C=NC=C1CO (1-isopropyl-1H-imidazol-5-yl)methanol